N1(CCOCC1)NC(=O)C1=NN(C(=C1C)C1=CC=C(C=C1)I)C1=C(C=C(C=C1)Cl)Cl N-(morpholin-4-yl)-1-(2,4-dichlorophenyl)-5-(4-iodophenyl)-4-methyl-1H-pyrazole-3-carboxamide